cyano-β-phenylcinnamate C(#N)OC(C=C(C1=CC=CC=C1)C1=CC=CC=C1)=O